FC1=C(C=CC=C1C)[C@@H](CO)NC(CC)=O N-[(1S)-1-(2-fluoro-3-methylphenyl)-2-hydroxyethyl]propionamide